NC1=NC=CC(=N1)C1=C(N=C(S1)CCCNC(OC(C)(C)C)=O)C1=C(C(=CC=C1)NS(=O)(=O)C1=C(C=CC(=C1)F)F)F tert-butyl (3-{5-(2-aminopyrimidin-4-yl)-4-[3-(2,5-difluorobenzenesulfonylamino)-2-fluorophenyl]-thiazol-2-yl}-propyl)-carbamate